CC=1N=C(NC(C1)=O)NC(=O)NCCC[Si](OCC)(OCC)OCC 1-(4-methyl-6-oxo-1H-pyrimidin-2-yl)-3-(3-triethoxysilylpropyl)urea